3-[(tert-butyldimethylsilyl)oxy]-3-methylcyclobutan-1-ol [Si](C)(C)(C(C)(C)C)OC1(CC(C1)O)C